2-formyl-5-(methoxy-d3)pyridin-4-yl trifluoromethanesulfonate FC(S(=O)(=O)OC1=CC(=NC=C1OC([2H])([2H])[2H])C=O)(F)F